FC1=CC=C(C=C1)\C=C\C(=O)C1=C(C=C(C(=C1)CN1CCOCC1)OC)O 4-fluoro-2'-hydroxy-4'-methoxy-5'-morpholinomethyl-chalcone